(R)-2-(pentenyl)glycine C(=CCCC)[C@@H](N)C(=O)O